CN1C=C(C=N1)C2=C3C=NNC(=O)C4=C3C(=CC(=C4)NC(=O)[C@@H](C5CCCCC5)N)N2 The molecule is a diazepinoindole that is 8-amino-4,5-dihydro-6H-[1,2]diazepino[4,5,6-cd]indol-6-one which is substituted at position 2 by a 1-methylpyrazol-4-yl group and in which the amino group at position 8 has undergone condensation with the carboxy group of (2R)-2-cyclohexylglycine to give the corresponding carboxamide. It is an inhibitor of checkpoint kinase 1 (Chk 1). It has a role as an EC 2.7.11.1 (non-specific serine/threonine protein kinase) inhibitor and an antineoplastic agent. It is an amino acid amide, a member of pyrazoles and a diazepinoindole.